N-(5-((5-cyanopyridin-2-yl)ethynyl)-8-(methylamino)-2,7-naphthyridin-3-yl)cyclopropanecarboxamide C(#N)C=1C=CC(=NC1)C#CC1=C2C=C(N=CC2=C(N=C1)NC)NC(=O)C1CC1